FC(C1=CC=C(S1)[C@@H](CC)NC(=O)C=1C=C(N2C1COCC2)C(=O)N2[C@H](CCC2)C)(F)F 6-((S)-2-methyl-pyrrolidine-1-carbonyl)-3,4-dihydro-1H-pyrrolo[2,1-c][1,4]oxazine-8-carboxylic acid [(R)-1-(5-trifluoromethyl-thiophen-2-yl)-propyl]-amide